((2-methoxyethyl)sulfonyl)indoline-6-carboxamide COCCS(=O)(=O)N1CCC2=CC=C(C=C12)C(=O)N